COC(=O)C=1C(N(C=CC1F)C1=NC=CC=C1)=O fluoro-2-oxo-2H-[1,2'-bipyridine]-3-carboxylic acid methyl ester